N-hydroxyethylglycinat OCCNCC(=O)[O-]